FC=1C=C(C=C(C1)C(=O)OC)N1[C@H]2[C@@H](CCC1)N(CC2)C(=O)OC(C)(C)C tertbutyl (3aR,7aR)-4-(3-fluoro-5-(methoxycarbonyl)phenyl)octahydro-1H-pyrrolo[3,2-b]pyridine-1-carboxylate